methyl[methyl(oxo)(quinolin-5-yl)-λ6-sulfanylidene]amine CN=S(C1=C2C=CC=NC2=CC=C1)(=O)C